C(C)(=O)OCCOC1=NC=CC=C1OC1=C(C=C(C(=C1)N1C(N(C(=CC1OC1=CC=CC=C1)C(F)(F)F)C)OC1=CC=CC=C1)F)Cl [3-[2-chloro-4-fluoro-5-(1-methyl-6-trifluoromethyl-2,4-diphenoxy-1,2,3,4-tetrahydropyrimidin-3-yl) phenoxy]-2-pyridyloxy]Ethyl acetate